NC1=NC=2C=CC(=CC2C2=C1C=NN2C)C(=O)N(OC)CC2=C(C=C(C=C2)Br)OC 4-amino-N-(4-bromo-2-methoxybenzyl)-N-methoxy-1-methyl-1H-pyrazolo[4,3-c]quinoline-8-carboxamide